C[C@@H]1N(C[C@@H]2N(C1)CCNC2)C(=O)OC(C)(C)C |&1:4| tert-butyl (3S,9aR/S)-3-methyloctahydro-2H-pyrazino[1,2-a]pyrazine-2-carboxylate